(4-bromo-1,2-phenylene)dimethanol BrC1=CC(=C(C=C1)CO)CO